bis(cyclopentadienyl)bis[2,6-difluoro-3-(3-phenylpropionylamino)phenyl]titanium C1(C=CC=C1)[Ti](C1=C(C(=CC=C1F)NC(CCC1=CC=CC=C1)=O)F)(C1=C(C(=CC=C1F)NC(CCC1=CC=CC=C1)=O)F)C1C=CC=C1